methyl 4-amino-1-(6-methylpyridin-3-yl)-2-oxo-7-((2,2,2-trifluoroethyl) amino)-1,2-dihydro-1,8-naphthyridine-3-carboxylate NC1=C(C(N(C2=NC(=CC=C12)NCC(F)(F)F)C=1C=NC(=CC1)C)=O)C(=O)OC